((3aS,4S,6R,6aS)-6-(4-amino-7H-pyrrolo[2,3-d]pyrimidin-7-yl)-4-fluoro-2,2-dimethyltetrahydro-4H-cyclopenta[d][1,3]dioxol-4-yl)methanol NC=1C2=C(N=CN1)N(C=C2)[C@@H]2C[C@]([C@@H]1[C@H]2OC(O1)(C)C)(F)CO